(2-aminoethyl)trimethylphosphine bromide salt [Br-].NCCCP(C)C